methyl 6-amino-2-(3-fluoro-4-(trifluoromethyl) phenyl)-5-vinylpyrimidine-4-carboxylate NC1=C(C(=NC(=N1)C1=CC(=C(C=C1)C(F)(F)F)F)C(=O)OC)C=C